C(CCC)N1C(=[NH+]C=C1)CCC 1-butyl-(3-propyl)imidazolium